tricyclo[5.3.1.0^{1,5}]undecane C123CCCC1CC(CCC2)C3